ClC1=CC=C(C=C1)NCC (S)-p-chlorophenyl-ethylamine